N1N=C(C2=CC=CC=C12)C(=O)N Indazole-amide